NC1=CC=C(CC2=CC=C(C=C2)CCCC2=CC=C(C=C2)CC2=CC=C(C=C2)N)C=C1 1,3-bis[4-(4-aminobenzyl)phenyl]propane